Cl[Pd-2](P(C(C)(C)C)(C(C)(C)C)C1=CC=C(C=C1)N(C)C)(P(C1=CC=C(C=C1)N(C)C)(C(C)(C)C)C(C)(C)C)Cl dichlorobis[di-t-butyl-(4-Dimethylaminophenyl)phosphino]palladium (II)